2,2,4-trimethyl-3-hydroxyvaleric acid ethyl ester C(C)OC(C(C(C(C)C)O)(C)C)=O